COC1=NC(=CC(=C1)C(C(=O)OC)(C)C)C methyl 2-(2-methoxy-6-methylpyridin-4-yl)-2-methylpropanoate